Tetracendion C1(C(C=CC2=CC3=CC4=CC=CC=C4C=C3C=C12)=O)=O